2-(2-phenylethyl)pyridine C1(=CC=CC=C1)CCC1=NC=CC=C1